C(C)(=O)C=1C=C(C(=C(C1)NC(OC(C)(C)C)=O)F)C(F)(F)F tert-butyl (5-acetyl-2-fluoro-3-(trifluoromethyl)phenyl)carbamate